(4-(bromomethyl)phenyl)boric acid BrCC1=CC=C(C=C1)OB(O)O